decahydro-2-naphthyl 1,4-diaminoanthraquinone-2-carboxylate NC1=C(C=C(C=2C(C3=CC=CC=C3C(C12)=O)=O)N)C(=O)OC1CC2CCCCC2CC1